OC1=C(C(=O)NCCCCCCCCCC(=O)O)C=CC=C1 10-[2-hydroxybenzoyl]aminodecanoic acid